C(C)(=O)C1=C(C=C(C=C1)Cl)C1=CC(NN=C1OC(F)F)=O 5-(2-acetyl-5-chlorophenyl)-6-(difluoromethoxy)pyridazin-3(2H)-one